(S)-2-(6-Chloro-2-(2,6-dimethylpyridin-4-yl)-1,2,3,4-tetrahydroisoquinolin-8-yl)pyrrolidine-1-carboxylic acid tertButyl ester C(C)(C)(C)OC(=O)N1[C@@H](CCC1)C=1C=C(C=C2CCN(CC12)C1=CC(=NC(=C1)C)C)Cl